6-bromo-3-hydroxybenzo[b]thiophene-2-carboxylic acid methyl ester COC(=O)C1=C(C2=C(S1)C=C(C=C2)Br)O